(S)-N-(1-(3-(2-cyclopropylpyridin-4-yl)-1,2,4-oxadiazol-5-yl)ethyl)-2-methyl-6-(trifluoromethyl)nicotinamide C1(CC1)C1=NC=CC(=C1)C1=NOC(=N1)[C@H](C)NC(C1=C(N=C(C=C1)C(F)(F)F)C)=O